Dimethyl 5-hydroxy-2-(4-methoxyphenethyl)-6-propylpyridine-3,4-dicarboxylate OC=1C(=C(C(=NC1CCC)CCC1=CC=C(C=C1)OC)C(=O)OC)C(=O)OC